O[C@H](CN1[C@@H](CCN2C1=NC(=CC2=O)N2[C@@H](COCC2)C)C(F)(F)F)C (S)-9-((S)-2-Hydroxy-propyl)-2-((R)-3-methylmorpholin-4-yl)-8-trifluoromethyl-6,7,8,9-tetrahydro-pyrimido[1,2-a]-pyrimidin-4-one